C(C)OC(=O)C=1N=CC=2CN(CCC2C1)C1=CC(=CC=C1)OC(F)(F)F 7-(3-(trifluoromethoxy)phenyl)-5,6,7,8-tetrahydro-2,7-naphthyridine-3-carboxylic acid ethyl ester